4,4'-thiobis(3-methyl-6-t-butylphenol) S(C1=C(C=C(C(=C1)C(C)(C)C)O)C)C1=C(C=C(C(=C1)C(C)(C)C)O)C